5-[[(3S,5R)-3,5-dimethylpiperazin-1-yl]methyl]-2-[6-[5-(6-methyl-2-pyridyl)-1H-imidazol-4-yl]-3-quinolyl]thiazole C[C@H]1CN(C[C@H](N1)C)CC1=CN=C(S1)C=1C=NC2=CC=C(C=C2C1)C=1N=CNC1C1=NC(=CC=C1)C